The molecule is a N-acylpiperidine that is piperidine substituted by a (1E,3E)-1-(1,3-benzodioxol-5-yl)-5-oxopenta-1,3-dien-5-yl group at the nitrogen atom. It is an alkaloid isolated from the plant Piper nigrum. It has a role as a NF-kappaB inhibitor, a plant metabolite, a food component and a human blood serum metabolite. It is a member of benzodioxoles, a N-acylpiperidine, a piperidine alkaloid and a tertiary carboxamide. It derives from an (E,E)-piperic acid. C1CCN(CC1)C(=O)/C=C/C=C/C2=CC3=C(C=C2)OCO3